N1=CNC=2C1=C1C(=NC2)NC=C1C(=O)N 3,6-dihydroimidazo[4,5-d]pyrrolo[2,3-b]pyridine-8-carboxamide